L-2-hydroxyethylenediaminetetraacetic acid OC(CN(CC(=O)O)CC(=O)O)N(CC(=O)O)CC(=O)O